FC=1C=C(C=CC1OC1=CC=NC2=CC(=C(C=C12)OC)OCCN1CCOCC1)NC(=O)C1=C2C(=CN(C1=O)C1=CC=C(C=C1)F)CCO2 N-(3-fluoro-4-((6-methoxy-7-(2-morpholinoethoxy)quinolin-4-yl)oxy)phenyl)-5-(4-fluorophenyl)-6-oxo-2,3,5,6-tetrahydrofuro[3,2-c]pyridine-7-carboxamide